isooctyl-iminosuccinic acid monosodium salt [Na+].C(CCCCC(C)C)C(C(C(=O)[O-])=N)C(=O)O